aluminum tri(n-butylacetate) di(ethylacetoacetate) C(C)CC(CC(=O)[O-])=O.C(C)CC(CC(=O)[O-])=O.C(CCC)CC(=O)[O-].C(CCC)CC(=O)O.C(CCC)CC(=O)O.[Al+3]